1-(2-pyridyl)-5-methyl-6-cyanopyridin-2-one N1=C(C=CC=C1)N1C(C=CC(=C1C#N)C)=O